COC1=CC=C(C=C1)NC(=O)N1CCCCN2[C@H]([C@@H]([C@@H]2C1)C1=CC=C(C=C1)C#CC1=CC=CC=C1)COCCC(=O)N1CCOCC1 (8R,9R,10R)-N-(4-methoxyphenyl)-10-((3-morpholino-3-oxopropoxy)methyl)-9-(4-(phenylethynyl)phenyl)-1,6-diazabicyclo[6.2.0]decane-6-carboxamide